6'-((3R,4S)-3-fluorotetrahydro-2H-pyran-4-yl)-2'-methyl-5',6'-dihydro-7'H-spiro[azetidine-3,8'-pyrido[4,3-d]pyrimidin]-7'-one F[C@H]1COCC[C@@H]1N1CC2=C(N=C(N=C2)C)C2(C1=O)CNC2